C1=C[Se]C(=C1)C2=C([Se]C=C2)C3=CC=C[Se]3 terselenophene